tert-butyl (4-cyanothiophen-2-yl)carbamate C(#N)C=1C=C(SC1)NC(OC(C)(C)C)=O